(2R,5S)-5-(4-chlorobenzyl)-4-(4-(4,5-dimethylthiazol-2-yl)cyclohexyl)morpholine-2-carboxylic acid hydrochloride Cl.ClC1=CC=C(C[C@H]2CO[C@H](CN2C2CCC(CC2)C=2SC(=C(N2)C)C)C(=O)O)C=C1